sulfuric acid, bromide S(=O)(=O)(Br)Br